5-{6-[2-(5-Fluoro-2,7-dimethyl-benzofuran-3-yl)-ethylamino]-pyrimidin-4-yl}-3-methylthiophene-2-carboxylic acid FC=1C=C(C2=C(C(=C(O2)C)CCNC2=CC(=NC=N2)C2=CC(=C(S2)C(=O)O)C)C1)C